2-(4-isopropylphenyl)-4-oxo-4-phenylbutyronitrile C(C)(C)C1=CC=C(C=C1)C(C#N)CC(C1=CC=CC=C1)=O